Cl.S1C2=C(C=C1)CC(=C2)N 4H-cyclopenta[b]thiophen-5-amine hydrochloride